C(CCCCCCC\C=C/C\C=C/CCCCC)(=O)OCCOC(CCCCCCC\C=C/C\C=C/CCCCC)=O ethylene glycol dilinoleate